1-(cyclopropyl(methyl)carbamoyl)azetidin-3-yl (1-(3-chloro-4-(2,6-dioxopiperidin-3-yl)-5-methylphenyl)azetidin-3-yl)carbamate ClC=1C=C(C=C(C1C1C(NC(CC1)=O)=O)C)N1CC(C1)NC(OC1CN(C1)C(N(C)C1CC1)=O)=O